3-(1-methyl-7-(2,7-diazaspiro[4.5]dec-2-yl)-1H-indazol-3-yl)piperidine-2,6-dione CN1N=C(C2=CC=CC(=C12)N1CC2(CC1)CNCCC2)C2C(NC(CC2)=O)=O